4-bromopyridine-2,6-dicarboxylic acid dimethyl ester COC(=O)C1=NC(=CC(=C1)Br)C(=O)OC